N-lauroyl-N'-hydroxyethyl ethylenediamine propionate C(CC)(=O)O.C(CCCCCCCCCCC)(=O)NCCNCCO